6-chloro-3-((3-(piperazin-1-yl)phenyl)sulfonyl)-1H-indole ClC1=CC=C2C(=CNC2=C1)S(=O)(=O)C1=CC(=CC=C1)N1CCNCC1